C(C)C1(OCCC2=C1NC1=C(C=CC=C21)CC)CC(=O)N2CCN(CC2)C 2-(1,8-DIETHYL-1,3,4,9-TETRAHYDROPYRANO[3,4-B]INDOL-1-YL)-1-(4-METHYLPIPERAZIN-1-YL)ETHAN-1-ONE